C(C1=CC=CC=C1)OC1=CC=C(CC2=NOC(=C2)C=2C(=NC(=CC2)N)N)C=C1 3-(3-(4-(benzyloxy)benzyl)isoxazol-5-yl)pyridine-2,6-diamine